Purine adenosine-5'-triphosphate P(O)(=O)(OP(=O)(O)OP(=O)(O)O)OC[C@@H]1[C@H]([C@H]([C@@H](O1)N1C=NC=2C(N)=NC=NC12)O)O.N1=CN=C2N=CNC2=C1